C(CCCCCCCC)CS(=O)(=O)[O-] nonylmethanesulfonate